C1(C(CCC(C1)C(=O)O)C(=O)O)C(=O)O 1,2,5-cyclohexanetricarboxylic acid